BrC1=C(C=C2C(=NC(=NC2=C1F)OC[C@@]1(N(C[C@@H](C1)F)C)C)N1CC2CCC(C1)N2C(=O)OC(C)(C)C)C(F)(F)F tert-butyl 3-(7-bromo-8-fluoro-2-(((2R,4R)-4-fluoro-1,2-dimethyl pyrrolidin-2-yl)methoxy)-6-(trifluoromethyl)quinazolin-4-yl)-3,8-diazabicyclo[3.2.1]octane-8-carboxylate